C(C)(C)(C)NS(=O)(=O)C1=C(C=CC(=C1)NC(=O)OC[C@@H]1NCCC1)C1=CN=C(S1)C1CCC(CC1)NC(OC(C)C)=O isopropyl ((1R,4r)-4-(5-(2-(N-(tert-butyl)sulfamoyl)-4-(((((R)-pyrrolidin-2-yl)methoxy)carbonyl)amino)phenyl)thiazol-2-yl)cyclohexyl)carbamate